2,4-bis[2-hydroxy-4-(2-hydroxy-ethoxy)phenyl]-s-triazine OC1=C(C=CC(=C1)OCCO)C1=NC=NC(=N1)C1=C(C=C(C=C1)OCCO)O